BrC1=CC=C(C=N1)C(C#N)C1CC1 2-(6-bromopyridin-3-yl)-2-cyclopropylacetonitrile